OC(C1=C(C=C(C=C1)O)O)C=1C=NC=CC1 4-(hydroxyl(pyridine-3-yl)methyl)benzene-1,3-diol